3-(6-Bromohex-2-ynyl)-6,6,9-trimethyl-6a,7,10,10a-tetrahydrobenzo[c]chromen-1-ol BrCCCC#CCC=1C=C(C=2C3C(C(OC2C1)(C)C)CC=C(C3)C)O